methyl (1r,4R)-7'-fluoro-4-(3-chloroanilino)-2'-{(2R)-3-[(4-methoxyphenyl)methoxy]-2-methylpropyl}spiro[cyclohexane-1,1'-indene]-4-carboxylate FC=1C=CC=C2C=C(C3(C12)CCC(CC3)(C(=O)OC)NC3=CC(=CC=C3)Cl)C[C@H](COCC3=CC=C(C=C3)OC)C